phenothiazine bismuth [Bi].C1=CC=CC=2SC3=CC=CC=C3NC12